C(C)(C)(C)C#CC1=C(N)C=CC=C1 2-(tert-butylacetylenyl)aniline